2,7-bis[N-(m-tolyl)anilino]-9,9'-spirobi[9H-fluorene] C1(=CC(=CC=C1)N(C1=CC=CC=C1)C1=CC=2C3(C4=CC(=CC=C4C2C=C1)N(C1=CC=CC=C1)C=1C=C(C=CC1)C)C1=CC=CC=C1C=1C=CC=CC13)C